Cl.COCC[C@H]1NCCOC1 (R)-3-(2-methoxyethyl)morpholine hydrochloride